(2S)-2-[4-bromo-2-(cyclopent-1-en-1-yl)phenoxy]propionic acid BrC1=CC(=C(O[C@H](C(=O)O)C)C=C1)C1=CCCC1